1-(4-(4-amino-7-((trans)-4-((S)-3-methylpiperazin-1-yl)cyclohexyl)-7H-pyrrolo[2,3-d]pyrimidin-5-yl)phenyl)-3-(5-(tert-butyl)isoxazol-3-yl)urea NC=1C2=C(N=CN1)N(C=C2C2=CC=C(C=C2)NC(=O)NC2=NOC(=C2)C(C)(C)C)[C@@H]2CC[C@H](CC2)N2C[C@@H](NCC2)C